NC=1C2=C(N(C(N1)=O)C1=C(C=CC=C1)C)N=C(C=C2)O 4-amino-7-hydroxy-1-(o-tolyl)pyrido[2,3-d]pyrimidin-2(1H)-one